8-[1-[[6-chloro-2-(1-hydroxy-3H-2,1-benzoxaborol-5-yl)-3-pyridyl]amino]ethyl]-2-cyclopropyl-3,6-dimethyl-chromen-4-one ClC1=CC=C(C(=N1)C=1C=CC2=C(COB2O)C1)NC(C)C=1C=C(C=C2C(C(=C(OC12)C1CC1)C)=O)C